FC(COC1=C(N)C=CC=C1F)F 2-(2,2-difluoroethoxy)-3-fluoroaniline